ClC1=C(C=CC=C1Cl)N(C1=CC(=CC=C1)N(C1=CC=CC=C1)C1=CC=CC=C1)C1=CC=CC=C1 N-(2,3-dichlorophenyl)-N1,N3,N3-triphenylbenzene-1,3-diamine